FC(C=1C=C(C=C(C1)C(F)(F)F)C1=NN(C=N1)/C=C(/C(=O)N)\C=1C(=NC=CC1)Cl)(F)F (E)-3-(3-(3,5-bis-(trifluoromethyl)-phenyl)-1H-1,2,4-triazol-1-yl)-2-(2-chloropyridin-3-yl)acrylamide